C(C)(=O)C1=CC=C(OC2=CC=C(OC3CN(C3)C=3C(=C(C(=O)O)C=CC3)N3C=CC=C3)C=C2)C=C1 3-(3-(4-(4-Acetylphenoxy)phenoxy)azetidin-1-yl)-2-(1H-pyrrol-1-yl)benzoic acid